5-(5-((1,3-dimethyl-2-oxo-2,3-dihydro-1H-benzo[d]imidazol-5-yl)(methyl)amino)pyrimidin-2-yl)-3-methylpicolinic acid CN1C(N(C2=C1C=CC(=C2)N(C=2C=NC(=NC2)C=2C=C(C(=NC2)C(=O)O)C)C)C)=O